FC(CCC[C@@](CCSC1=NN=NN1C1=CC=CC=C1)(O)C)(F)F (3S)-7,7,7-trifluoro-3-methyl-1-[(1-phenyl-1H-tetrazol-5-yl)thio]-3-heptanol